(S)-4-(2-(tert-butoxycarbonylamino)-2-(5-phenylthiazol-2-yl)ethyl)-phenylaminosulfonic acid C(C)(C)(C)OC(=O)N[C@@H](CC1=CC=C(C=C1)NS(=O)(=O)O)C=1SC(=CN1)C1=CC=CC=C1